CC1=CN=C2C(=N1)N(C(C(=C2)C2CCC(CC2)C=2C=NSC2C)=O)CC2=NC=CC=C2OC(F)(F)F 3-methyl-7-((1r,4r)-4-(5-methylisothiazol-4-yl)cyclohexyl)-5-((3-(trifluoromethoxy)pyridin-2-yl)methyl)pyrido[2,3-b]pyrazin-6(5H)-one